FC1=C(C(=CC(=C1)OC1=CC=CC=C1)F)C1=NN(C2=NC=NC(=C21)N)[C@@H]2CC[C@H](CC2)N2CCN(CC2)C 3-(2,6-difluoro-4-phenoxyphenyl)-1-((trans)-4-(4-methylpiperazin-1-yl)cyclohexyl)-1H-pyrazolo[3,4-d]pyrimidin-4-amine